methyl 4-formyl-3-hydroxy-2-methyl-benzoate C(=O)C1=C(C(=C(C(=O)OC)C=C1)C)O